3-(4-(cyclopropane-sulfonamido)phenyl)-5-(pyrazin-2-ylamino)-1H-pyrazole-4-carboxamide C1(CC1)S(=O)(=O)NC1=CC=C(C=C1)C1=NNC(=C1C(=O)N)NC1=NC=CN=C1